CC(CCCCCCCC(=O)OCCCCCCC(C)C)C 7-Methyloctyl 9-methyldecanoate